6-(2-([1,1'-biphenyl]-3-yloxy)acetyl)-2-(1-(3-chlorophenyl)cyclopropyl)-3,5,6,7,8,9-hexahydro-4H-pyrimido[5,4-c]azepin-4-one C1(=CC(=CC=C1)OCC(=O)N1CC2=C(CCC1)N=C(NC2=O)C2(CC2)C2=CC(=CC=C2)Cl)C2=CC=CC=C2